Ethyl-N-((3-cyano-4-(isopropoxy)benzyl)oxy)acetylcarbamate C(C)OC(NC(COCC1=CC(=C(C=C1)OC(C)C)C#N)=O)=O